C(C1=CC=CC=C1)OC1CC(C1)N1N=CC(=C1)B1OC(C(O1)(C)C)(C)C 1-(3-benzyloxycyclobutyl)-4-(4,4,5,5-tetramethyl-1,3,2-dioxaborolan-2-yl)pyrazole